3-(4-(3-(4-(4-Chlorophenyl)piperazin-1-yl)cyclobutyl)-3-methyl-2-oxo-2,3-dihydro-1H-benzo[d]imidazol-1-yl)piperidine-2,6-dione ClC1=CC=C(C=C1)N1CCN(CC1)C1CC(C1)C1=CC=CC=2N(C(N(C21)C)=O)C2C(NC(CC2)=O)=O